OC[C@@H]1N(CCN(C1)C(=O)O)C(=O)O (R)-2-(hydroxymethyl)piperazine-1,4-dicarboxylic acid